5-Chloro-N-(4-ethynyl-3-fluoropyridin-2-yl)-2-methoxypyridine-3-sulfonamide ClC=1C=C(C(=NC1)OC)S(=O)(=O)NC1=NC=CC(=C1F)C#C